Ethyl 1-(2-((tert-butoxycarbonyl)amino)ethyl)-5-(trifluoromethyl)-1H-indole-2-carboxylate C(C)(C)(C)OC(=O)NCCN1C(=CC2=CC(=CC=C12)C(F)(F)F)C(=O)OCC